N-[2-[[(2R)-2-amino-4-guanidino-butanoyl]amino]ethyl]-4-[[3-(2,3-difluoro-4-pyrimidin-2-yloxy-phenyl)imidazo[1,2-a]pyrazin-8-yl]amino]-2-ethyl-benzamide N[C@@H](C(=O)NCCNC(C1=C(C=C(C=C1)NC=1C=2N(C=CN1)C(=CN2)C2=C(C(=C(C=C2)OC2=NC=CC=N2)F)F)CC)=O)CCNC(=N)N